C(C)OC(CN1N=C(N2C(C1=O)=CC1=C2SC(=C1)Cl)C1CC1)=O 2-(2-chloro-8-cyclopropyl-5-oxothieno[3',2':4,5]pyrrolo[1,2-d][1,2,4]triazin-6(5H)-yl)acetic acid ethyl ester